8-((4-fluorophenyl)sulfonamido)-N-((tetrahydro-2H-pyran-2-yl)oxy)chromane-2-carboxamide FC1=CC=C(C=C1)S(=O)(=O)NC=1C=CC=C2CCC(OC12)C(=O)NOC1OCCCC1